BrC=1C(=NC(=NC1)NC=1C=C2C(=NN(C2=CC1)C1CC1)C)NC1=C(C=CC=C1)S(=O)(=O)C(C)C 5-bromo-N2-(1-cyclopropyl-3-methyl-indazol-5-yl)-N4-(2-isopropylsulfonylphenyl)pyrimidine-2,4-diamine